FC(C(=O)O)(F)F.NC12CCC(C1)(C2)C(=O)NC2=NC=C(C=C2)OC(F)(F)F 4-amino-N-(5-(trifluoromethoxy)pyridin-2-yl)bicyclo[2.1.1]hexane-1-carboxamide trifluoroacetate salt